C(C)(C)(C)OC(=O)NCC=1SC=C(N1)SC=1C=C(C=C(C1)C1=CC=CC=C1)C(=O)OC(C)(C)C tert-Butyl 5-((2-(((tert-butoxycarbonyl)amino)methyl)thiazol-4-yl)thio)-[1,1'-biphenyl]-3-carboxylate